8-acetyl-2-chloro-6-methyl-3-morpholinoquinazolin-4(3H)-one C(C)(=O)C=1C=C(C=C2C(N(C(=NC12)Cl)N1CCOCC1)=O)C